β-Phenylethylphenylacetate C1(=CC=CC=C1)CCOC(CC1=CC=CC=C1)=O